ClC=1C=C2CCCN(C2=C(C1)C1=C2C(=NC=C1)C=C(S2)CC=2N=NN(C2)C)[C@@H]2CN(CC2)C(=O)OC(C)(C)C (S)-tert-butyl 3-(6-chloro-8-(2-((1-methyl-1H-1,2,3-triazol-4-yl)methyl)thieno[3,2-b]pyridin-7-yl)-3,4-dihydroquinolin-1(2H)-yl)pyrrolidine-1-carboxylate